[4-(3-methyl-1H-indazol-5-yl)phenyl][trans-4-{[4-(pentafluoro-λ6-sulfanyl)phenyl]Amino}cyclohexyl](imino)-λ6-sulfanone CC1=NNC2=CC=C(C=C12)C1=CC=C(C=C1)S(=O)(=N)[C@@H]1CC[C@H](CC1)NC1=CC=C(C=C1)S(F)(F)(F)(F)F